CC1=NC(=C(C(=O)NC2=CC(=NC=C2)S(N)(=O)=O)C=C1)N1CC(C(CCC1)(F)F)F 6-methyl-N-(2-sulfamoylpyridin-4-yl)-2-(3,4,4-trifluoroazepan-1-yl)nicotinamide